C(#N)C=1C(=C(C=NC1)C(=O)N)C=1SC=CN1 5-cyano-4-(thiazol-2-yl)pyridine-3-carboxamide